N[C@@H]1[C@@H](CCCC1)/C=C/C(=O)O (E)-3-((1S,2S)-2-aminocyclohexyl)acrylic acid